(6S)-2-(3,4-dimethoxyphenyl)-6-(1-(8-isopropyl-8-azabicyclo[3.2.1]oct-3-yl)piperidin-4-yl)-5,6,7,8-tetrahydroimidazo[1,2-a]pyridine COC=1C=C(C=CC1OC)C=1N=C2N(C[C@@H](CC2)C2CCN(CC2)C2CC3CCC(C2)N3C(C)C)C1